2,6-dihydroxy-N,5'-dimethyl-4-propyl-1',2',3',4'-tetrahydro-[1,1'-biphenyl]-3-carboxamide OC1=C(C(=CC(=C1C(=O)NC)CCC)O)C1CCCC(=C1)C